N1=CC=CC2=CN=CC(=C12)C1(CC1)C(=O)N [1,6-naphthyridin-8-yl]cyclopropane-carboxamide